C12(C(CC(=CC1)C2)C(=O)O)C(=O)O 4-norbornene-1,2-dicarboxylic acid